BrC1=C(C(=O)OCC)C=C(C(=C1)F)OC(F)F ethyl 2-bromo-5-(difluoromethoxy)-4-fluoro-benzoate